FC=1C=CC(=C2C=C(NC(C12)=O)CCCN1CCC(=CC1)C1=CC=C(C#N)C=C1)C 4-(1-(3-(8-fluoro-5-methyl-1-oxo-1,2-dihydroisoquinolin-3-yl)propyl)-1,2,3,6-tetrahydropyridin-4-yl)benzonitrile